methyl-p-toluenesulfonate COS(=O)(=O)C1=CC=C(C)C=C1